FC=1C(N(C=CC1C1=NC(=CC=C1C(C)O)C=1C=NN2C1C=CC(=C2)OC=2N=NC(=CC2)C)CC(F)(F)F)=O 3-fluoro-4-[3-(1-hydroxyethyl)-6-[6-(6-methylpyridazin-3-yl)oxypyrazolo[1,5-a]pyridin-3-yl]pyridin-2-yl]-1-(2,2,2-trifluoroethyl)pyridin-2-one